C1(CCCCC1)[C@@H]1C[C@H](N(C1)C(CNC(C1=CC=C(C=C1)OC1=CC=CC=C1)=O)=O)C(=O)NCC1=CC(=CS1)C(=N)NC(OCC1=CC=CC=C1)=O benzyl ((5-(((2S,4S)-4-cyclohexyl-1-((4-phenoxybenzoyl)glycyl)pyrrolidine-2-carboxamido)methyl)thiophen-3-yl)(imino)methyl)carbamate